1-[[2-(Difluoromethyl)phenyl]methyl]-3-(hydroxymethyl)-1H,4H,5H,6H,7H-pyrazolo[4,3-c]pyridine-5-carboxylic acid tert-butyl ester C(C)(C)(C)OC(=O)N1CC2=C(CC1)N(N=C2CO)CC2=C(C=CC=C2)C(F)F